2-BROMO-LYSERGIC ACID DIETHYLAMIDE C(C)N(C(=O)[C@H]1CN(C)[C@@H]2CC3=C(NC4=CC=CC(C2=C1)=C34)Br)CC